C(#N)C1=C(N=C2N(C1=O)C=C(C=C2[C@@H](C)NC2=C(C(=O)O)C=CC=C2)C)N2[C@H](CN(CC2)C2=C(C=C(C=C2)C(F)(F)F)C#N)C 2-(((R)-1-(3-cyano-2-((S)-4-(2-cyano-4-(trifluoromethyl)phenyl)-2-methylpiperazin-1-yl)-7-methyl-4-oxo-4H-pyrido[1,2-a]pyrimidin-9-yl)ethyl)amino)benzoic acid